C1(CC1)C1=NC=CC(=C1)N1C=CC=2C1=NC=C(C2)N (2-Cyclopropylpyridin-4-yl)-1H-pyrrolo[2,3-b]pyridin-5-amine